(1R,2S,5S)-N-[cyano(pyrazin-2-yl)methyl]-3-[(2S)-3,3-dimethyl-2-[(2,2,2-trifluoroacetyl)amino]butanoyl]-6,6-dimethyl-3-azabicyclo[3.1.0]hexane-2-carboxamide C(#N)C(NC(=O)[C@@H]1[C@H]2C([C@H]2CN1C([C@H](C(C)(C)C)NC(C(F)(F)F)=O)=O)(C)C)C1=NC=CN=C1